FC(C1=NN=C(O1)C1=CC(=C(CN(C(=S)N2CC3(CN(C3)C(=O)OC(C)(C)C)C2)C2=CC(=CC=C2)F)C=C1)F)F tert-butyl 6-((4-(5-(difluoromethyl)-1,3,4-oxadiazol-2-yl)-2-fluorobenzyl) (3-fluorophenyl) thiocarbamoyl)-2,6-diazaspiro[3.3]heptane-2-carboxylate